N-(tert-butoxycarbonyl)piperidine-3-Carboxylic acid C(C)(C)(C)OC(=O)N1CC(CCC1)C(=O)O